tert-butyl 3-(6-amino-5-nitro-2-pyridyl)-3,6-diazabicyclo[3.1.1]heptane-6-carboxylate NC1=C(C=CC(=N1)N1CC2N(C(C1)C2)C(=O)OC(C)(C)C)[N+](=O)[O-]